BrC=1C(=C(C=CC1)C1=NSC(=C1)N1CCN(CC1)C(=O)OC(C)(C)C)OC tert-butyl 4-(3-(3-bromo-2-methoxyphenyl)isothiazol-5-yl)piperazine-1-carboxylate